4-(3-bromopropyl)morpholin-3-one BrCCCN1C(COCC1)=O